C(C)(C)(C)OC(=O)N(C1C2CN(CC12)C=1N=CC(=NC1)C(=O)O[Li])C [5-[6-[tert-butoxycarbonyl(methyl)amino]-3-azabicyclo[3.1.0]hexan-3-yl]pyrazine-2-carbonyl]oxylithium